C(C)(C)(C)OC(=O)N[C@H]1C[C@H](CC1)C(=O)OC methyl (1S,3R)-3-((tert-butoxycarbonyl)amino)cyclopentane-1-carboxylate